C(OC(C)(CC)OOC(C)(C)C)([O-])=O tert-butyl-peroxy-sec-butyl monocarbonate